3-(2-chlorophenyl)propanoic acid ClC1=C(C=CC=C1)CCC(=O)O